(S)-1-amino-1'-(6-amino-5-((2-amino-3-chloropyridin-4-yl)thio)pyrazin-2-yl)-1,3-dihydrospiro[indene-2,4'-piperidine]-6-carbonitrile N[C@@H]1C2=CC(=CC=C2CC12CCN(CC2)C2=NC(=C(N=C2)SC2=C(C(=NC=C2)N)Cl)N)C#N